N-(3-chloro-5-(4-chlorophenoxy)phenyl)-5-((methylsulfonyl)methyl)benzo[b]thiophene-2-carboxamide ClC=1C=C(C=C(C1)OC1=CC=C(C=C1)Cl)NC(=O)C1=CC2=C(S1)C=CC(=C2)CS(=O)(=O)C